FC1=C(C=C(C=C1)C1=NC(=NO1)[C@H](C)NC(C1=NC=CC(=C1O)OC)=O)OC (S)-N-(1-(5-(4-fluoro-3-methoxyphenyl)-1,2,4-oxadiazol-3-yl)ethyl)-3-hydroxy-4-methoxypicolinamide